(S)-(4-(3-((5-chloropyridin-2-yl)sulfonyl)pyrrolidin-1-yl)-2'-cyclopropyl-[1,1'-biphenyl]-3-yl)methanol ClC=1C=CC(=NC1)S(=O)(=O)[C@@H]1CN(CC1)C1=C(C=C(C=C1)C1=C(C=CC=C1)C1CC1)CO